(S)-9-{2-Cyclopropyl-2-[(E)-hydroxyimino]-ethyl}-2-((R)-3-methyl-morpholin-4-yl)-8-trifluoromethyl-6,7,8,9-tetrahydropyrimido[1,2-a]pyrimidin-4-one C1(CC1)\C(\CN1[C@@H](CCN2C1=NC(=CC2=O)N2[C@@H](COCC2)C)C(F)(F)F)=N/O